C(\C=C\C=C\C)(=O)[O-].[K+] potassium (2E,4E)-hexa-2,4-dienoate